Cl.COC1=CC=C(C=C1)[C@H]1[C@@H](CNC1)COC1=CC=C2CNC(C2=C1)=O (-)-(3S,4R)-6-{[4-(4-Methoxyphenyl)pyrrolidin-3-yl]methoxy}-isoindolin-1-one Hydrochloride